{6-[5-(pyridin-3-ylmethyl)-1,3,4-oxadiazol-2-yl]pyridazin-3-yl}-3,4-dihydrospiro[chromene-2,4'-piperidine] N1=CC(=CC=C1)CC1=NN=C(O1)C1=CC=C(N=N1)N1CCC2(CC1)OC1=CC=CC=C1CC2